COC=1C=CC2=C(OC3=C2C(C2=CC=C(C=C2C3(C)C)OC[C@H]([C@@H](CO)O)O)=O)C1 3-Methoxy-6,6-dimethyl-8-((2R,3R)-2,3,4-trihydroxy-butoxy)-6H-benzo[b]naphtho[2,3-d]furan-11-one